COC1CN(CCC1)CC1(CCC1)CNC(=O)C1=CC2=C(S1)CCCCCC2 N-({1-[(3-Methoxypiperidin-1-yl)methyl]cyclobutyl}methyl)-4H,5H,6H,7H,8H,9H-cycloocta[b]thiophene-2-carboxamide